N-(2-(1-benzyl-3-methoxypyrrolidin-3-yl)propan-2-yl)-2-chloroacetamide C(C1=CC=CC=C1)N1CC(CC1)(OC)C(C)(C)NC(CCl)=O